CC1(COB(OC1)C1=C(C(=O)[O-])C=CC=C1C)C 2-(5,5-dimethyl-1,3,2-dioxaborinan-2-yl)-3-methylbenzoate